(1s,3s)-3-(4-amino-5-(4-phenoxyphenyl)-7H-pyrrolo[2,3-d]pyrimidin-7-yl)cyclobutanol NC=1C2=C(N=CN1)N(C=C2C2=CC=C(C=C2)OC2=CC=CC=C2)C2CC(C2)O